ClC1=C(C=CC(=C1F)[N+](=O)[O-])O 2-chloro-3-fluoro-4-nitro-phenol